(1R,3S,5R)-2-(2-(4-amino-8-methyl-6-(pyridin-4-yl)-9H-pyrimido[4,5-b]indol-9-yl)acetyl)-N-(6-bromopyridin-2-yl)-5-methyl-2-azabicyclo[3.1.0]hexane-3-carboxamide NC1=NC=NC=2N(C3=C(C=C(C=C3C21)C2=CC=NC=C2)C)CC(=O)N2[C@@H]1C[C@@]1(C[C@H]2C(=O)NC2=NC(=CC=C2)Br)C